4-oxo-2,3,4,5-tetrahydro-1H-benzo[d]azepine O=C1CC2=C(CCN1)C=CC=C2